[(3R)-4-[(3-amino-3-oxopropyl)amino]-3-[2-(1H-indol-3-yl) acetyl]oxy-2,2-dimethyl-4-oxo-butyl] 2-(1H-indol-3-yl)acetate N1C=C(C2=CC=CC=C12)CC(=O)OCC([C@H](C(=O)NCCC(=O)N)OC(CC1=CNC2=CC=CC=C12)=O)(C)C